(S)-N-(6-(2-hydroxypropan-2-yl)-1-(2,2,2-trifluoroethyl)-1H-benzo[d]imidazol-2-yl)-2,3,3-trimethylbutanamide OC(C)(C)C=1C=CC2=C(N(C(=N2)NC([C@H](C(C)(C)C)C)=O)CC(F)(F)F)C1